2-phenyl-6-(p-tolyl)-4,5-dihydropyridazin-3(2H)-one C1(=CC=CC=C1)N1N=C(CCC1=O)C1=CC=C(C=C1)C